5-(1-phenylazetidin-3-yl)-1,3-thiazole-4-carboxylic acid C1(=CC=CC=C1)N1CC(C1)C1=C(N=CS1)C(=O)O